(3S)-1-[6-(2-methoxy-4,6-dimethyl-phenyl)pyridazin-3-yl]piperidin-3-ol COC1=C(C(=CC(=C1)C)C)C1=CC=C(N=N1)N1C[C@H](CCC1)O